tert-butyl 6-(1-(2-ethoxy-2-oxoethyl)-4-(4,4,5,5-tetramethyl-1,3,2-dioxaborolan-2-yl)-1H-indazol-3-yl)-2-azaspiro[3.3]heptane-2-carboxylate C(C)OC(CN1N=C(C2=C(C=CC=C12)B1OC(C(O1)(C)C)(C)C)C1CC2(CN(C2)C(=O)OC(C)(C)C)C1)=O